tert-butyl (2-(2-(4-isopropylphenyl)-1H-imidazol-1-yl)ethyl)carbamate C(C)(C)C1=CC=C(C=C1)C=1N(C=CN1)CCNC(OC(C)(C)C)=O